ClCS(=O)(=O)OCOC(=O)N1C(CCC1)C(=O)[O-] ((((chloromethyl)sulfonyl)oxy)methyl)pyrrolidine-1,2-dicarboxylate